1-(6-(4-isopropyl-4H-1,2,4-triazol-3-yl)pyridin-2-yl)-3-(4-(2-methyl-1-morpholinopropyl)phenyl)imidazolidin-2-one C(C)(C)N1C(=NN=C1)C1=CC=CC(=N1)N1C(N(CC1)C1=CC=C(C=C1)C(C(C)C)N1CCOCC1)=O